ClC1=C(C(=CC=C1Cl)OC)C1CCC2N(C(CN(C2)C(=O)OC(C)(C)C)=O)C1 tert-butyl 7-(2,3-dichloro-6-methoxyphenyl)-4-oxo-hexahydro-1H-pyrido[1,2-a]pyrazine-2-carboxylate